(3S)-3-{[1-cyclopentyl-5-(2,6-dimethoxyphenyl)-1H-pyrazol-3-yl]formamido}-N-(3-methyloxetan-3-yl)-5-(piperidin-1-yl)pentanamide C1(CCCC1)N1N=C(C=C1C1=C(C=CC=C1OC)OC)C(=O)N[C@H](CC(=O)NC1(COC1)C)CCN1CCCCC1